(2s,3s)-N-(4-ethynyl-2-fluoro-phenyl)-2-{(R)-4-[4-(2-hydroxy-ethoxy)-phenyl]-2,5-dioxo-imidazolin-1-yl}-3-phenyl-butyramide C(#C)C1=CC(=C(C=C1)NC([C@H]([C@@H](C)C1=CC=CC=C1)N1C(N[C@@H](C1=O)C1=CC=C(C=C1)OCCO)=O)=O)F